(2S)-2-(4-bromopyrazol-1-yl)propan-1-ol BrC=1C=NN(C1)[C@H](CO)C